tert-hexyl-carboxylate tert-Butyl-(1s,4s)-4-(4-(2-fluoropyridin-3-yl)pyrimidin-2-ylamino)cyclohexylcarbamate C(C)(C)(C)OC(NC1CCC(CC1)NC1=NC=CC(=N1)C=1C(=NC=CC1)F)=O.C(C)(C)(CCC)C(=O)O